N1(CCN(CC1)S(=O)(=O)[O-])S(=O)(=O)[O-].[K+].[K+] dipotassium 1,4-piperazinedisulfonate